COC=1C=CC(=NC1C=1SC(=CC1)C(NCCCCC)=O)NC(CC(=O)O)=O 3-((5-methoxy-6-(5-(pentylcarbamoyl)thiophen-2-yl)pyridin-2-yl)amino)-3-oxopropanoic acid